methyl 2-(2-{[7-(5-methyl-1,2,4-oxadiazol-3-yl) isoquinolin-1-yl] amino} ethyl)-3H-imidazo[4,5-b]pyridine-6-carboxylate CC1=NC(=NO1)C1=CC=C2C=CN=C(C2=C1)NCCC1=NC=2C(=NC=C(C2)C(=O)OC)N1